Tris(4-(4-acetylphenyl)thiophenyl)sulfonium C(C)(=O)C1=CC=C(C=C1)SC1=CC=C(C=C1)[S+](C1=CC=C(C=C1)SC1=CC=C(C=C1)C(C)=O)C1=CC=C(C=C1)SC1=CC=C(C=C1)C(C)=O